Racemic-N-(1-(6,7-difluoro-4-oxo-3,4-dihydrophthalazin-1-yl)ethyl)-5-fluoro-N-methyl-1H-indole-2-carboxamide FC=1C=C2C(NN=C(C2=CC1F)[C@@H](C)N(C(=O)C=1NC2=CC=C(C=C2C1)F)C)=O |r|